C(CC(C)C)(=O)OCC1OC(OC1)(CC1=CC=CC=C1)C 2-methyl-2-benzyl-1,3-dioxolane-4-methanol isovalerate